tert-butyl (1S,4S)-5-[4-[3-chloro-4-(2,2-difluoroethoxy)-2-fluoro-anilino]pyrido[3,2-d]pyrimidin-6-yl]-2,5-diazabicyclo[2.2.1]heptane-2-carboxylate ClC=1C(=C(NC=2C3=C(N=CN2)C=CC(=N3)N3[C@@H]2CN([C@H](C3)C2)C(=O)OC(C)(C)C)C=CC1OCC(F)F)F